(1-(6-amino-5-bromopyrazin-2-yl)-4-methylpiperidin-4-yl)carbamic acid tert-butyl ester C(C)(C)(C)OC(NC1(CCN(CC1)C1=NC(=C(N=C1)Br)N)C)=O